FC(C(NC1=CC=C(C=C1)C1=CC2=C(N=CN=C2N2CCOCC2)N1COCC[Si](C)(C)C)[C@@H]1CN(CC1)C(=O)OCC1=CC=CC=C1)(F)F benzyl (3S)-3-(2,2,2-trifluoro-1-((4-(4-morpholino-7-((2-(trimethylsilyl)ethoxy)methyl)-7H-pyrrolo[2,3-d]pyrimidin-6-yl)phenyl)amino)ethyl)pyrrolidine-1-carboxylate